OC[C@H](C(C)(C)C)NC(=O)C=1C=2C[C@@H]3[C@H](C2N(N1)C1=NC=C(C=C1)C(F)(F)F)C3 (1aR,5aR)-2-(5-Trifluoromethyl-pyridin-2-yl)-1a,2,5,5a-tetrahydro-1H-2,3-diaza-cyclopropa[a]pentalene-4-carboxylic acid ((S)-1-hydroxymethyl-2,2-dimethyl-propyl)-amide